(1R,3S,5R)-2-(2-(3-acetyl-5-(2-(1-hydroxyethyl)pyrimidin-5-yl)-7-methyl-1H-indazol-1-yl)acetyl)-N-(6-bromopyrazin-2-yl)-5-methyl-2-azabicyclo[3.1.0]hexane-3-carboxamide C(C)(=O)C1=NN(C2=C(C=C(C=C12)C=1C=NC(=NC1)C(C)O)C)CC(=O)N1[C@@H]2C[C@@]2(C[C@H]1C(=O)NC1=NC(=CN=C1)Br)C